C1(CC1)C1=NC=2N(C(=C1)[C@H]1N(CC[C@H]1C1CCN(CC1)C(=O)[O-])C(\C=C\CN(C)C)=O)N=CC2C(C)C (S)-4-((5-cyclopropyl-3-isopropylpyrazolo[1,5-a]pyrimidine-7-yl)-(S,E)-1-(4-(dimethylamino)but-2-enoyl)pyrrolidin-3-yl)piperidine-1-carboxylate